{(E)-(S)-15-[(E)-3-(2-Acetyl-5-chloro-phenyl)-acryloylamino]-9-oxo-8,17,19-triaza-tricyclo[14.2.1.02,7]nonadeca-1(18),2,4,6,12,16(19)-hexaen-5-yl}-carbamic Acid methyl ester COC(NC1=CC=C2C3=CNC([C@H](C/C=C/CCC(NC2=C1)=O)NC(\C=C\C1=C(C=CC(=C1)Cl)C(C)=O)=O)=N3)=O